NC=1C(=C(C=CC1)SC=1C=2N(C(=NC1)N1CCC3(CC1)[C@@H](C1=CC=CC=C1C3)N)C=CN2)Cl (S)-1'-(8-((3-amino-2-chlorophenyl)thio)imidazo[1,2-c]pyrimidin-5-yl)-1,3-dihydrospiro[indene-2,4'-piperidin]-1-amine